4-methyl-2-(trifluoromethyl)benzyltrimethylammonium chloride [Cl-].CC1=CC(=C(C[N+](C)(C)C)C=C1)C(F)(F)F